ON1C(C(CC1(C)C)C(=O)O)(C)C 1-oxyl-2,2,5,5-tetramethyl-3-carboxypyrrolidine